C(C=C)(=O)N1CCN(CC1)C1=CC(=NC=2CN(CCC12)C1=CC=CC2=CC=CC(=C12)C)C(=O)NCC(CN(C)C)(C)C 4-(4-acryloylpiperazin-1-yl)-N-(3-(dimethylamino)-2,2-dimethylpropyl)-7-(8-methylnaphthalen-1-yl)-5,6,7,8-tetrahydro-1,7-naphthyridine-2-carboxamide